ClC1=CC=C(C=C1)OCC(CN1CCN(CC1)CC(C(C)C1=CC(=CC=C1)F)O)O (4-{3-[(4-Chlorophenyl)oxy]-2-hydroxypropyl}piperazin-1-yl)-3-(3-fluorophenyl)butan-2-ol